N-[(1RS)-1-Cyclopropyl-2-hydroxyethyl]-3-oxo-2-(pyridin-3-yl)-6-[4-(trifluoromethyl)phenyl]-2,3-dihydropyridazine-4-carboxamide C1(CC1)[C@H](CO)NC(=O)C=1C(N(N=C(C1)C1=CC=C(C=C1)C(F)(F)F)C=1C=NC=CC1)=O |r|